(2-((3-((6-amino-8-bromo-2-fluoro-9H-purin-9-yl)methyl)benzyl)oxy)-6-methylpyridin-4-yl)methanol NC1=C2N=C(N(C2=NC(=N1)F)CC=1C=C(COC2=NC(=CC(=C2)CO)C)C=CC1)Br